FC1=C(C(=C(C=C1OC)OC)F)N1C(N(C2=C(C1)C=NC1=C2C=C(N1)CN1CCOCC1)C(C)C)=S 3-(2,6-Difluoro-3,5-dimethoxyphenyl)-1-isopropyl-8-(morpholinomethyl)-1,3,4,7-tetrahydro-2H-pyrrolo[3',2':5,6]pyrido[4,3-d]pyrimidine-2-thione